NC=1C(=NC(=CN1)C1=C(C=CC(=C1)C(C(F)F)(CO)O)C([2H])([2H])[2H])C(=O)NC12CCC(CC1)(C2)O 3-amino-6-(5-(1,1-difluoro-2,3-dihydroxypropan-2-yl)-2-(methyl-d3)phenyl)-N-(4-hydroxybicyclo[2.2.1]hept-1-yl)pyrazine-2-carboxamide